6-((diphenylmethylene)amino)-2-pentyl-3,4-dihydroisoquinolin-1(2H)-one C1(=CC=CC=C1)C(C1=CC=CC=C1)=NC=1C=C2CCN(C(C2=CC1)=O)CCCCC